CC1(CC1)CN1N=CC=C1 1-[(1-methylcyclopropyl)methyl]-1H-pyrazol